ClC=1C=C2[C@@](N(C(NC2=CC1CN1C=NC=CC1=O)=O)C)(C(F)(F)F)C#CC1CC1 (R)-6-chloro-4-(cyclopropylethynyl)-3-methyl-7-((6-oxopyrimidin-1(6H)-yl)methyl)-4-(trifluoromethyl)-3,4-dihydroquinazolin-2(1H)-one